(±)-tert-butyl 3-(2-(methylthiomethyl)-4-nitrophenyl)-2,5-dihydro-1H-pyrrole-1-carboxylate CSCC1=C(C=CC(=C1)[N+](=O)[O-])C=1CN(CC1)C(=O)OC(C)(C)C